[Ge]=[Te].[Cr] chromium germanium telluride